C(C1=CC=CC=C1)N1CC=2C(N=C3N(C2CC1)CCN3CC=3C=NC=CC3)=O 7-benzyl-3-(3-pyridinylmethyl)-2,3,6,7,8,9-hexahydroimidazo[1,2-a]pyrido[3,4-e]pyrimidin-5(1H)-one